(7-(5-(cyclohexyloxy)pyridin-2-yl)-5,5-dimethyl-6,7-dihydro-5H-pyrrolo[2,3-d]pyrimidin-2-yl)methanol C1(CCCCC1)OC=1C=CC(=NC1)N1CC(C2=C1N=C(N=C2)CO)(C)C